C1(=CC=CC=C1)C#CCNC(=O)N1C=NC2=C1C=CC=C2 N-(3-phenylprop-2-yn-1-yl)-1H-benzo[d]imidazole-1-carboxamide